1-isopropyl-5-nitro-1H-Indole C(C)(C)N1C=CC2=CC(=CC=C12)[N+](=O)[O-]